CC(C)CCCCCCCCCCCCCCCCCCCCCCC(=O)O The molecule is a methyl-branched fatty acid that is pentacosanoic acid substituted by a methyl group at position 24. It is a very long-chain fatty acid, a branched-chain saturated fatty acid and a methyl-branched fatty acid. It derives from a pentacosanoic acid.